ClC1=C(C(=O)C=2C(=C(CC(=N)N(C)CC)C=C(C2)F)C)C=CC=C1 (3-(2-chlorobenzoyl)-5-fluoro-2-methylbenzyl)-N-ethyl-N-methylformamidine